6-fluoro-3-((5-fluoropyridin-2-yl)methyl)-2-methylnaphthalene-1,4-dione FC=1C=C2C(C(=C(C(C2=CC1)=O)C)CC1=NC=C(C=C1)F)=O